FC1CC(N(CC1)CCCNC(=O)C1=CC2=C(N3C(S2)=NC(=C3)C3=C(C=C(C=C3)[C@H]3NC(CC3)=O)F)C=C1)=O N-(3-(4-fluoro-2-oxopiperidin-1-yl)propyl)-2-(2-fluoro-4-((S)-5-oxopyrrolidin-2-yl)phenyl)benzo[d]imidazo[2,1-b]thiazole-7-carboxamide